OC1=C(C(N(C2=NC=CC=C12)CCN1CCOCC1)=O)C(=O)NC1(CCCCC1)C(=O)O 1-(4-hydroxy-1-(2-morpholinoethyl)-2-oxo-1,2-dihydro-1,8-naphthyridine-3-carboxamido)cyclohexane-1-carboxylic acid